O=S1C=2C=CC=CC2C(C2=CC=CC=C12)=O keto-thioxanthone